FC(C1=C(COC2=C(C(=O)O)C=CC=C2)C=CC(=C1)C(F)(F)F)(F)F 2,4-bistrifluoromethylbenzyloxybenzoic acid